2-((1-((2-(3,5-dichloro-phenyl)-6-((2-(4-methyl-piperazin-1-yl)pyrimidin-5-yl)oxy)pyridin-4-yl)methyl)piperidin-4-yl)oxy)acetic acid ClC=1C=C(C=C(C1)Cl)C1=NC(=CC(=C1)CN1CCC(CC1)OCC(=O)O)OC=1C=NC(=NC1)N1CCN(CC1)C